BrCCCC1(C2=CC=CC=C2C=2C=CC=CC12)CCCBr 9,9-bis(3-bromopropyl)fluorene